C(CC)C(C(=O)O)N(C)C.C(CCCCCCCCCCCCCCCCC)(=O)N octadecanamide propyl-dimethylaminoacetic acid salt